C[Si](C=1C=C(SC1)B(O)O)(C)C 4-(TRIMETHYLSILYL)THIOPHEN-2-YLBORONIC ACID